(M)-1-(6-((7S)-7-(1,4-dimethyl-1H-pyrazol-5-yl)-3-methyl-4-(6-methyl-1H-indazol-7-yl)-5,6,7,8-tetrahydro-2-quinolinyl)-2,6-diazaspiro[3.4]octan-2-yl)-2-propen-1-one CN1N=CC(=C1[C@H]1CCC=2C(=C(C(=NC2C1)N1CC2(CN(C2)C(C=C)=O)CC1)C)C=1C(=CC=C2C=NNC12)C)C